2,3,4,5-O-tetranonenyl-sorbitol C(=CCCCCCCC)[C@@](CO)(O)[C@@](O)([C@](O)([C@H](OC=CCCCCCCC)CO)C=CCCCCCCC)C=CCCCCCCC